tert-butyl 5-[2-(methanesulfonyloxy)ethyl]-octahydropyrrolo[3,4-c]pyrrole-2-carboxylate CS(=O)(=O)OCCN1CC2C(C1)CN(C2)C(=O)OC(C)(C)C